(1S,2S)-N-(7-chloro-6-(1-((3R,4R)-4-hydroxy-3-methyltetrahydrofuran-3-yl)piperidin-4-yl)isoquinolin-3-yl)-2-(furan-2-yl)cyclopropane-1-carboxamide ClC1=C(C=C2C=C(N=CC2=C1)NC(=O)[C@@H]1[C@H](C1)C=1OC=CC1)C1CCN(CC1)[C@@]1(COC[C@@H]1O)C